FC1=CC(=C(C=C1C=1CCN(CC1)CC1CCOCC1)NC(=O)C1=CNC(C=C1C(F)(F)F)=O)N1C[C@H](N([C@H](C1)C)C)C N-[4-fluoro-5-[1-(oxan-4-ylmethyl)-3,6-dihydro-2H-pyridin-4-yl]-2-[(3R,5S)-3,4,5-trimethylpiperazin-1-yl]phenyl]-6-oxo-4-(trifluoromethyl)-1H-pyridine-3-carboxamide